(E)-1-[2,4-Dimethoxy-6-(oxan-2-yloxy)phenyl]-3-phenylprop-2-en-1-one COC1=C(C(=CC(=C1)OC)OC1OCCCC1)C(\C=C\C1=CC=CC=C1)=O